N-benzyl-gamma-aminopropyltrimethoxysilane C(C1=CC=CC=C1)NCCC[Si](OC)(OC)OC